N-(1''-(5-((2-azaspiro[3.3]heptan-2-yl)sulfonyl)thiophene-3-carbonyl)dispiro[cyclopropane-1,1'-cyclohexane-4',3''-indolin]-5''-yl)methanesulfonamide C1N(CC12CCC2)S(=O)(=O)C2=CC(=CS2)C(=O)N2CC1(C3=CC(=CC=C23)NS(=O)(=O)C)CCC2(CC1)CC2